C(CCC)N(C[Si](C1=CC=CC=C1)(C)C)CCCC dibutyl-[(dimethylphenylsilyl)-methyl]-amine